(S)-9-(4-(4-((4-(2-(2,6-dioxopiperidin-3-yl)-1-oxoisoindolin-5-yl)piperazin-1-yl)methyl)piperidin-1-yl)phenyl)-8-phenyl-6,7-dihydro-5H-benzo[7]annulene-3-carboxylic acid O=C1NC(CC[C@@H]1N1C(C2=CC=C(C=C2C1)N1CCN(CC1)CC1CCN(CC1)C1=CC=C(C=C1)C1=C(CCCC2=C1C=CC(=C2)C(=O)O)C2=CC=CC=C2)=O)=O